NC=1C=NN2C1N=C(C=C2)N2C[C@@H](CCC2)O (R)-1-(3-Aminopyrazolo[1,5-a]pyrimidin-5-yl)piperidin-3-ol